N-methyl-3-(1H-pyrrolo[2,3-b]pyridin-5-yl)benzamide CNC(C1=CC(=CC=C1)C=1C=C2C(=NC1)NC=C2)=O